8-bromo-1,1-dimethyl-1,4-dihydroisoquinolin BrC=1C=CC=C2CC=NC(C12)(C)C